COC1=CC=C2C(=CNC2=C1)SC#N 6-Methoxy-3-thiocyano-1H-indole